1-Benzyl-3-(4,4-dimethyl-2-oxo-3,4-dihydro-2H-pyran-6-yl)-1H-indazole 2-oxide C(C1=CC=CC=C1)N1[N+](=C(C2=CC=CC=C12)C1=CC(CC(O1)=O)(C)C)[O-]